1-(5-[[bis(4-methoxyphenyl)(phenyl)methoxy]methyl]-3-hydroxy-4-[2-(octadecyloxy)ethoxy]oxolan-2-yl)-3H-pyrimidine-2,4-dione COC1=CC=C(C=C1)C(OCC1C(C(C(O1)N1C(NC(C=C1)=O)=O)O)OCCOCCCCCCCCCCCCCCCCCC)(C1=CC=CC=C1)C1=CC=C(C=C1)OC